CC1=CC=C(C=C1)[C@@H](CCNC1=CC=CC=C1)C1=NC=CC=C1 (R)-N-(3-(4-methyl-phenyl)-3-(2-pyridyl)propyl)-aniline